NC[C@H]1C(N[C@H](C(NCC(O[C@@H]([C@H](C(N([C@H](C(N[C@H](C(N1)=O)C1=CC=CC=C1)=O)CC(C)C)C)=O)C)CCCCCC)=O)=O)[C@H](C)O)=O (6S,9S,12S,15S,18R,19R)-9-(aminomethyl)-19-hexyl-15-isobutyl-16,18-dimethyl-12-phenyl-6-[(1S)-1-hydroxyethyl]-1-oxa-4,7,10,13,16-pentazacyclononadecane-2,5,8,11,14,17-hexone